4-(5-Hydroxy-2-methylanilino)pyrimidin OC=1C=CC(=C(NC2=NC=NC=C2)C1)C